N-(1-methylpiperidin-4-yl)-7-(3-morpholinopropyl)-2-(piperidin-1-yl)-7H-pyrrolo[2,3-d]pyrimidin-4-amine CN1CCC(CC1)NC=1C2=C(N=C(N1)N1CCCCC1)N(C=C2)CCCN2CCOCC2